4-(4-aminopyridin-2-yl)tetrahydro-2H-pyran-4-ol NC1=CC(=NC=C1)C1(CCOCC1)O